C(C)(C)(C)OC(=O)N1CC2CC2(CC1)[B-](F)(F)F.[K+] potassium {3-[(tert-butoxy)carbonyl]-3-azabicyclo[4.1.0]heptan-6-yl}trifluoroboranuide